C1(CC1)C1=NN2C(N(CC(C2)CNC(C=C)=O)C2=CC=C(C=C2)C(F)(F)F)=C1 N-((2-cyclopropyl-4-(4-(trifluoromethyl)phenyl)-4,5,6,7-tetrahydropyrazolo[1,5-a]pyrimidin-6-yl)methyl)acrylamide